FC=1C=C(C=C(C1F)C=1N=NC(=CC1)NC1C[C@@H]2[C@@H](CN(C2)CC2CCOCC2)C1)NC(=O)C1CC(C1)(F)F rel-N-[3,4-difluoro-5-[6-[[(3aR,6aS)-octahydro-2-[(tetrahydro-2H-pyran-4-yl)methyl]cyclopenta[c]pyrrol-5-yl]amino]-3-pyridazinyl]phenyl]-3,3-difluorocyclobutanecarboxamide